C(C)(C)(C)OC(N(CC1=CC(=CC=C1)[N+](=O)[O-])C1=CC(=NC=2N1N=CC2C(C)C)Cl)=O (5-chloro-3-isopropylpyrazolo[1,5-a]pyrimidin-7-yl)(3-Nitrobenzyl)carbamic acid tert-butyl ester